5-chloro-N-[2,4-difluoro-3-[(6R)-1-(5-methyl-4H-1,2,4-triazol-3-yl)-5H,6H,7H,8H-imidazo[1,5-a]pyridin-6-yl]phenyl]-2-methoxypyridine-3-sulfonamide ClC=1C=C(C(=NC1)OC)S(=O)(=O)NC1=C(C(=C(C=C1)F)[C@H]1CCC=2N(C1)C=NC2C2=NN=C(N2)C)F